(E)-3-(phenylsulfanyl)-1-(o-tolyl)prop-2-en-1-one C1(=CC=CC=C1)S/C=C/C(=O)C1=C(C=CC=C1)C